BrC1=CC(=C(C(=C1)CNC(CO)COC)O)Cl 4-bromo-2-chloro-6-{[(1-hydroxy-3-methoxypropan-2-yl)amino]methyl}phenol